COC(COC([C@H](NP(=O)(OC1=CC=CC=C1)OC1=CC=C(C=C1)[N+](=O)[O-])C)=O)C (R)-((4-nitrophenoxy)(phenoxy)phosphoryl)-L-alanine 2-methoxypropyl ester